N-isopropyl-N-(2-(4-methoxy-1H-indazol-3-yl)ethyl)propan-2-amine C(C)(C)N(C(C)C)CCC1=NNC2=CC=CC(=C12)OC